C(C)(C)(C)OC(=O)NC1(CC1)CC(C(=O)O)C1=CC=C(C=C1)Cl 3-(1-((tert-Butoxycarbonyl)amino)cyclopropyl)-2-(4-chlorophenyl)propanoic acid